trans-4-(3,4-Dihydroisoquinolin-2(1H)-yl)-1-(6-((4-morpholinylphenyl)amino)pyrimidin-4-yl)piperidine C1N(CCC2=CC=CC=C12)C1CCN(CC1)C1=NC=NC(=C1)NC1=CC=C(C=C1)N1CCOCC1